N-[3-chloro-4-[4-(1,1-dimethylpiperidin-1-ium-4-carbonyl)piperazine-1-carbonyl]phenyl]-5-[4-[1-(2-methoxyethyl)-5-methyl-pyrazol-4-yl]-2-methyl-phenyl]-1-methyl-imidazole-2-carboxamide ClC=1C=C(C=CC1C(=O)N1CCN(CC1)C(=O)C1CC[N+](CC1)(C)C)NC(=O)C=1N(C(=CN1)C1=C(C=C(C=C1)C=1C=NN(C1C)CCOC)C)C